4-((4-(3-((2,6-dioxopiperidin-3-yl)amino)phenyl)piperazin-1-yl)methyl)piperidine O=C1NC(CCC1NC=1C=C(C=CC1)N1CCN(CC1)CC1CCNCC1)=O